C(C)(C)(C)[Si](OC(CC(C)(N)C)C=C)(C)C 4-[tert-butyl-(dimethyl)silyl]oxy-2-methyl-hex-5-en-2-amine